C(CC)(=O)OCCCCC1COCCC1 4-(tetrahydropyran-3-yl)-butyl propionate